glycerin tris(2-mercaptoacetate) SCC(=O)OCC(OC(CS)=O)COC(CS)=O